S(=O)(=O)(O)C=1C=C(C(=O)O)C=CC1 3-sulfobenzoic acid